P(O)(=O)(OP(=O)(O)O)OC[C@@H]1[C@H]([C@H]([C@@H](O1)N1C=NC=2C(=O)NC(N)=NC12)O)OC(NC)=O 3'-O-(N'-methylcarbamoyl) guanosine-5'-O-diphosphate